4-chloro-6-(2-furyl)-5-methoxy-pyrimidin-2-amine ClC1=NC(=NC(=C1OC)C=1OC=CC1)N